CN1N=NC2=C1C=CC(=C2C)[C@@H](CC(=O)OC)C2=CC(=C(C=C2)C)CN2C[C@H](OC1=C(C2)N=C(C=C1)O)CC Methyl (S)-3-(1,4-dimethyl-1H-benzo[d][1,2,3]triazol-5-yl)-3-(3-(((R)-2-ethyl-7-hydroxy-2,3-dihydropyrido[2,3-f][1,4]oxazepin-4(5H)-yl)methyl)-4-methylphenyl)propanoate